C(#N)C1=CC=C(C=C1)C1=NN(C2=CC(=CC=C12)COC1=CC=C(C=C1)C(CC(=O)O)C)C1CCCC1 3-(4-((3-(4-cyanophenyl)-1-cyclopentyl-1H-indazol-6-yl)methoxy)phenyl)butanoic acid